(R)-1-(1-(4-(7-oxa-2-azaspiro[3.5]non-2-yl)cyclohexyl)ethyl)-2-methyl-N-((6-methyl-4-(methylthio)-2-oxo-1,2-dihydropyridin-3-yl)methyl)-1H-indole-3-carboxamide C1N(CC12CCOCC2)C2CCC(CC2)[C@@H](C)N2C(=C(C1=CC=CC=C21)C(=O)NCC=2C(NC(=CC2SC)C)=O)C